C1=CC(=C(C(=C1)O)N)C(=O)C[C@H](C(=O)[O-])[NH3+] The molecule is zwitterionic form of 3-hydroxy-D-kynurenine arising from transfer of a proton from the carboxy to the amino group; major microspecies at pH 7.3 It is an enantiomer of a 3-hydroxy-L-kynurenine zwitterion.